CN(CCOC1=CC=C(C=C1)NC=1N=CC2=C(N1)N(C(C=C2C#C)=O)C2=CC=CC=C2)C 2-({4-[2-(Dimethylamino)ethoxy]phenyl}amino)-5-ethynyl-8-phenylpyrido[2,3-d]pyrimidin-7-one